COC=1N=CC=C2C(=CC=NC12)OC1=CC=C(C=C1)S(=O)(=O)N[C@H](C)C1=CC=C(C=C1)OC (R)-4-((8-methoxy-1,7-naphthyridin-4-yl)oxy)-N-(1-(4-methoxyphenyl)ethyl)benzenesulfonamide